Sodium isopropyl naphthalenesulphonate C1(=CC=CC2=CC=CC=C12)S(=O)(=O)OC(C)C.[Na]